BrC1=C(C=C(C=C1)C1=CN=C(O1)C)OCOC 5-(4-bromo-3-(methoxymethoxy)phenyl)-2-methyloxazole